5-(4-((1,4-Dioxacyclohexan-2-yl)methoxy)-3-methylphenyl)-2-oxo-6-(trifluoromethyl)-1,2-dihydropyridine-3-carboxamide O1C(COCC1)COC1=C(C=C(C=C1)C=1C=C(C(NC1C(F)(F)F)=O)C(=O)N)C